(4-(1-fluorocyclopropyl)-6-methoxypyrimidin-5-yl)boronic acid FC1(CC1)C1=NC=NC(=C1B(O)O)OC